ethyl (S)-3-(3-(difluoro(o-tolyl)methyl) phenyl)-3-(3-(4-hydroxy-1-methyl-2-oxo-1,2-dihydropyridin-3-yl) ureido)propanoate FC(C=1C=C(C=CC1)[C@H](CC(=O)OCC)NC(=O)NC=1C(N(C=CC1O)C)=O)(C1=C(C=CC=C1)C)F